Cis-rac-(4R)-4-amino-1-[4-[4-[4-[(4-aminocyclohexyl)-difluoro-methyl]-6-chloro-2-pyridyl]piperazin-1-yl]sulfonylphenyl]pyrrolidin-2-one N[C@@H]1CC(N(C1)C1=CC=C(C=C1)S(=O)(=O)N1CCN(CC1)C1=NC(=CC(=C1)C(F)(F)[C@@H]1CC[C@@H](CC1)N)Cl)=O |&1:1|